ClC=1C(=C(C#N)C=C(C1)C1=CCCC2=CC(=CC=C12)OC)OCCCl 3-chloro-2-(2-chloroethoxy)-5-(6-methoxy-3,4-dihydronaphthalen-1-yl)benzonitrile